[Si](C)(C)(C(C)(C)C)OC[C@H]1N(C[C@H](C1)N1CCCC2=CC(=CC(=C12)C1=C2C(=NC=C1)C=C(S2)CO)Cl)C(=O)OC(C)(C)C (2S,4S)-tert-butyl 2-(((tert-butyldimethylsilyl)oxy)methyl)-4-(6-chloro-8-(2-(hydroxymethyl)thieno[3,2-b]pyridin-7-yl)-3,4-dihydroquinolin-1(2H)-yl)pyrrolidine-1-carboxylate